ethyl 1-bromo-6-tert-butyl-10-chloro-9-(3-methoxypropoxy)-2-oxo-6,7-dihydrobenzo[a]quinolizine-3-carboxylate BrC=1C(C(=CN2C(CC3=C(C12)C=C(C(=C3)OCCCOC)Cl)C(C)(C)C)C(=O)OCC)=O